3-Heptyl isocyanate CCC(CCCC)N=C=O